6-(1-(3-fluoropyridin-2-yl)ethyl)quinoline-4-carboxylate FC=1C(=NC=CC1)C(C)C=1C=C2C(=CC=NC2=CC1)C(=O)[O-]